CN(C)CC1=C(C=CC(=N1)NC=1C=CC(=C2CNC(C12)=O)C1=CN=C2N1C=CC(=C2)F)C2(OCCC2)C 7-((6-((dimethylamino)methyl)-5-(2-methyltetrahydrofuran-2-yl)pyridin-2-yl)amino)-4-(7-fluoroimidazo[1,2-a]pyridin-3-yl)isoindolin-1-one